6-(oxetan-3-ylamino)-2-(6-azaspiro[2.5]octan-6-yl)nicotinamide O1CC(C1)NC1=NC(=C(C(=O)N)C=C1)N1CCC2(CC2)CC1